(R)-N-(1-Cyclohexylpiperidin-3-yl)-N-(3,5-dimethoxyphenyl)-2-ethynylthiazole-4-carboxamide C1(CCCCC1)N1C[C@@H](CCC1)N(C(=O)C=1N=C(SC1)C#C)C1=CC(=CC(=C1)OC)OC